(E)-3-(5-chloro-2-difluoromethoxy-phenyl)-acrylic acid tert-butyl ester C(C)(C)(C)OC(\C=C\C1=C(C=CC(=C1)Cl)OC(F)F)=O